O1N=CC=CCC1 6,7-dihydro-1,2-oxaazepine